(3S)-3-({N-[4-(difluoromethoxy)-1H-indole-2-carbonyl]-L-leucyl}amino)-2-oxo-4-[(3S)-2-oxopiperidin-3-yl]butyl 3,3,3-trifluoro-2,2-dimethylpropanoate FC(C(C(=O)OCC([C@H](C[C@H]1C(NCCC1)=O)NC([C@@H](NC(=O)C=1NC2=CC=CC(=C2C1)OC(F)F)CC(C)C)=O)=O)(C)C)(F)F